2,2-dimethylpropanediamide CC(C(=O)N)(C(=O)N)C